tert-butyl 2-(5-fluoro-2-(2-methyl-3-nitro-4-(piperidin-1-yl)benzamido)phenyl)acetate FC=1C=CC(=C(C1)CC(=O)OC(C)(C)C)NC(C1=C(C(=C(C=C1)N1CCCCC1)[N+](=O)[O-])C)=O